N-((5-isopropyl-2,3-dihydro-1H-inden-4-yl)carbamoyl)-4,6,7,8-tetrahydro-5,8-ethanofuro[3,2-c]azepine-2-sulfonamide C(C)(C)C=1C(=C2CCCC2=CC1)NC(=O)NS(=O)(=O)C1=CC=2CN3CCC(C2O1)CC3